CC1(NC2=CC=CC=C2C(=C1)C)C 2,2,4-trimethyl-1,2-dihydro-quinoline